lithium bis(trifluoromethylsulfonyl) borate B(OS(=O)(=O)C(F)(F)F)(OS(=O)(=O)C(F)(F)F)[O-].[Li+]